ClC=1C=C(C=C(C1)C1=CC=NC=C1)[C@@H]1COCCN1C(C=C)=O (R)-1-(3-(3-chloro-5-(pyridin-4-yl)phenyl)morpholino)prop-2-en-1-one